1-oxo-1λ5-pyridine O=N1=CC=CC=C1